C(=O)(OCC(CCCC)CC)OC(=O)OCC(CCCC)CC di(2-ethylhexyl) dicarbonate